OCC1CCN(CC1)C1=CC2=C(N(C(N2C)=O)C2C(NC(CC2)=O)=O)C=C1 3-(5-(4-(hydroxymethyl)piperidin-1-yl)-3-methyl-2-oxo-2,3-dihydro-1H-benzo[d]imidazol-1-yl)piperidine-2,6-dione